2-methyl-6-ethyl-2-hexanol CC(C)(CCCCCC)O